[Cl-].COC1=C(C=CC=C1OC)OC 1,2,6-trimethoxybenzene chloride